1-(6-((phenylamino)methyl)-7-(4-(trifluoromethyl)phenyl)-3,4-dihydroisoquinolin-2(1H)-yl)prop-2-en-1-one C1(=CC=CC=C1)NCC=1C=C2CCN(CC2=CC1C1=CC=C(C=C1)C(F)(F)F)C(C=C)=O